3,3-dimethyl-2,3-dihydrobenzofuran CC1(COC2=C1C=CC=C2)C